CC1(CC(C1)NC1=NC=CC2=CC=C(C=C12)C1=NOC(=N1)C)C(=O)O (1s,3s)-1-methyl-3-((7-(5-methyl-1,2,4-oxadiazol-3-yl)isoquinolin-1-yl)amino)cyclobutane-1-carboxylic acid